biscitraconimidodiphenylmethane C1(C(C)=CC(N1C(C1=CC=CC=C1)(C1=CC=CC=C1)N1C(C(C)=CC1=O)=O)=O)=O